CC1=C2C(=CC=3C=4C=C(C=CC4N(C13)C)OC[C@H]1NCCC1)C=NC=C2 (S)-5,6-dimethyl-9-(pyrrolidin-2-ylmethoxy)-6H-pyrido[4,3-b]carbazole